(S)-benzyl 5-(((tert-butylsulfinyl)imino)methyl)-7-chloro-3,4-dihydroisoquinoline-2(1H)-carboxylate C(C)(C)(C)[S@](=O)N=CC1=C2CCN(CC2=CC(=C1)Cl)C(=O)OCC1=CC=CC=C1